FC(C(=O)O)(C1=CC(=CC=C1)CCCS(=O)(=O)C)F 2,2-difluoro-2-(3-(3-(methylsulfonyl)propyl)phenyl)acetic acid